5-(1-(2,2-difluoroethyl)-2-methyl-1H-imidazo[4,5-b]pyridin-6-yl)-N-(2,2,2-trifluoroethyl)pyrrolo[2,1-f][1,2,4]triazin-2-amine FC(CN1C(=NC2=NC=C(C=C21)C=2C=CN1N=C(N=CC12)NCC(F)(F)F)C)F